(S)-7-(tert-butyl)-N-((R)-1-(6-(ethylsulfonyl)pyridin-3-yl)-3-oxopropyl)-5,6,7,8-tetrahydrothiazolo[5,4-b]quinoline-2-carboxamide C(C)(C)(C)[C@@H]1CC=2C=C3C(=NC2CC1)SC(=N3)C(=O)N[C@H](CC=O)C=3C=NC(=CC3)S(=O)(=O)CC